OCCOC1=CC=C(C2=CC=CC=C12)C=O 4-(2-hydroxy-ethoxy)-naphthalene-1-carbaldehyde